4-fluoro-6-(7-fluoro-2-methyl-2H-indazol-5-yl)-2-[(piperidin-4-yl)oxy]-1,3-benzothiazole FC1=CC(=CC2=C1N=C(S2)OC2CCNCC2)C2=CC1=CN(N=C1C(=C2)F)C